2-(3,5-dimethylphenyl)-5-isobutylthiazolo[5,4-b]pyridine CC=1C=C(C=C(C1)C)C=1SC2=NC(=CC=C2N1)CC(C)C